7-[5-[(4-chlorophenyl)methoxymethyl]-2-(3-chloro-2-pyridyl)pyrazol-3-yl]-5-methyl-1H-pyrazolo[3,4-f][3,1]benzoxazin-9-one ClC1=CC=C(C=C1)COCC=1C=C(N(N1)C1=NC=CC=C1Cl)C1=NC2=C(C(O1)=O)C1=C(C=C2C)C=NN1